FC1=C(C=CC=C1)C#CC1=CC=C(C(=O)NCC2(CCCCC2)CC(=O)NC)C=C1 4-((2-fluorophenyl)ethynyl)-N-((1-(2-(methylamino)-2-oxoethyl)cyclohexyl)methyl)benzamide